FC(S(=O)(=O)OCC(C)(C)S(=O)(=O)C1(CC1)CN1C(C2=C(CC1)C(=NN2C)C(NCC2=CC=C(C=C2)C#N)=O)=O)(F)F 2-((1-((3-((4-cyanobenzyl)carbamoyl)-1-methyl-7-oxo-1,4,5,7-tetrahydro-6H-pyrazolo[3,4-c]pyridin-6-yl)methyl)cyclopropyl)sulfonyl)-2-methylpropyl trifluoromethanesulfonate